6-(1,3-dimethyl-1H-pyrazol-5-yl)-5-((1-methyl-1H-pyrazol-3-yl)methoxy)isoindolin-1-one CN1N=C(C=C1C1=C(C=C2CNC(C2=C1)=O)OCC1=NN(C=C1)C)C